BOC-3-chloropropionyl-amine C(=O)(OC(C)(C)C)NC(CCCl)=O